C(CCC)[B-](C1=CC=CC=C1)(C1=CC=CC=C1)C1=CC=CC=C1 n-butyltriphenylborate